2-(6-(3-((o-tolyloxy)methyl)piperidin-1-yl)pyrazin-2-yl)-1,3,4-thiadiazole C1(=C(C=CC=C1)OCC1CN(CCC1)C1=CN=CC(=N1)C=1SC=NN1)C